CNCC1=CC=CC=C1 R-(+)-methylbenzylamine